O1PCNCC1 [1,4,2]-oxazaphosphinane